N1=CC=CC=2N=CC=3N(C21)C=CN(C3)C(=O)[O-] 8H-pyrazino[1,2-a]pyrido[3,2-e]pyrazine-8-carboxylate